ClC1=CC=C(C=C1)N1C[C@@H](CC1)OC (R)-1-(4-chlorophenyl)-3-methoxypyrrolidine